C(C(=C)C)(=O)OC(COC(C(=C)C)=O)C1=CC=CC=C1 1-phenyl-ethylene 1,2-dimethacrylate